N1=C(C=CC=C1)SSCC 2-(pyridin-2-yldisulfanyl)ethane